C(C(=C)C)(=O)OCCOCC(CC)N(C)C 2-(dimethylamino)n-butoxyethyl methacrylate